FC(C1=CC(=NC=C1)NC(=O)C1=CC=C(C=C1)N1C(=CC=C1)C(=O)N)(F)F 1-(4-((4-(trifluoromethyl)pyridin-2-yl)carbamoyl)phenyl)-1H-pyrrole-2-carboxamide